1-(2-fluorophenyl)-4-methyl-5-oxo-4,5-dihydro-1H-1,2,4-triazole-3-carboxamide FC1=C(C=CC=C1)N1N=C(N(C1=O)C)C(=O)N